1-(5-(3-Butyl-4-oxo-3,4-dihydro-quinazolin-6-yl)pyridin-2-yl)-3-(4-methoxyphenyl)urea C(CCC)N1C=NC2=CC=C(C=C2C1=O)C=1C=CC(=NC1)NC(=O)NC1=CC=C(C=C1)OC